(R)-(5-(1-methyl-1H-pyrazol-3-yl)-1,3,4-thiadiazol-2-yl)(4-(pyrazolo[1,5-a]pyridin-2-yl)-1,4,6,7-tetrahydro-5H-imidazo[4,5-c]pyridin-5-yl)methanone CN1N=C(C=C1)C1=NN=C(S1)C(=O)N1[C@H](C2=C(CC1)NC=N2)C2=NN1C(C=CC=C1)=C2